(3R,4S)-4-aminotetrahydro-furan-3-ol N[C@@H]1[C@H](COC1)O